benzyl 1-(1-fluoroethyl)cyclobutane-1-carboxylate FC(C)C1(CCC1)C(=O)OCC1=CC=CC=C1